5-[4-amino-5-(trifluoromethyl)-pyrrolo[2,1-f][1,2,4]triazin-7-yl]-N-[(3R,4S)-4-fluoro-1-[2-(2,2,2-trifluoro-1-hydroxy-ethyl)cyclopentyl]pyrrolidin-3-yl]-2-methoxypyridine-3-carboxamide NC1=NC=NN2C1=C(C=C2C=2C=C(C(=NC2)OC)C(=O)N[C@@H]2CN(C[C@@H]2F)C2C(CCC2)C(C(F)(F)F)O)C(F)(F)F